4-(2-phenylethoxy)-2-(trifluoromethyl)benzamide C1(=CC=CC=C1)CCOC1=CC(=C(C(=O)N)C=C1)C(F)(F)F